C(CC(=O)O)(=O)O.ClC1=C(C=CC(=C1)C(F)(F)F)C=1OC2=C(C(=CC(=C2C(C1)=O)O)O)[C@@H]1[C@H](N(CC1)C)CO 2-(2-chloro-4-(trifluoromethyl)phenyl)-5,7-dihydroxy-8-((2S,3R)-2-(hydroxymethyl)-1-methylpyrrolidin-3-yl)-4H-chromen-4-one malonate salt